CN(CC(=O)NC1CC2=C(N=C(S2)C2=NNC(=C2C(C)C)C=2C=C(C=3N(C2)N=CN3)C)CC1)C 2-(dimethylamino)-N-(2-(4-isopropyl-5-(8-methyl-[1,2,4]triazolo[1,5-a]pyridin-6-yl)-1H-pyrazol-3-yl)-4,5,6,7-tetrahydrobenzo[d]thiazol-6-yl)acetamide